OC[C@@](C)(O)C=1SC(=CN1)[S@@](=O)(N)=NC(NC1=C2C(=CC=3CCCC13)CC2)=O |o1:10| (R) or (S)-2-((R)-1,2-dihydroxypropan-2-yl)-N'-((2,4,5,6-tetrahydro-1H-cyclobuta[f]inden-3-yl)carbamoyl)thiazole-5-sulfonimidamide